COC(C1=C2CCNCC2=CC=C1)C1=CC=C(C=C1)C(F)(F)F 5-(methoxy(4-(trifluoromethyl)phenyl)methyl)-1,2,3,4-tetrahydroisoquinoline